ClC1=CC(=C(C=C1Cl)O)CN1CC(NCC1)CO 4,5-dichloro-2-((3-(hydroxymethyl)piperazin-1-yl)methyl)phenol